C(C=C)(=O)N1CC2N(C(C=3C=C(C(=C4C=CN(C34)CC2)C2=CC=C(C=3SC(=C(C32)C#N)N)F)F)=O)CC1 4-(10-Acryloyl-2-fluoro-14-oxo-8,8a,9,10,11,12-hexahydro-7H,14H-pyrazino[1',2':5,6][1,5]diazocino[3,2,1-hi]indol-3-yl)-2-amino-7-fluorobenzo[b]thiophene-3-carbonitrile